NC1=C(C=C(C=N1)C1=CC=C(C=C1)C(=O)N1[C@@H](CCC1)CN1CCCC1)OCC1=C(C=CC=C1)C(F)(F)F {4-[6-amino-5-(2-trifluoromethyl-benzyloxy)-pyridin-3-yl]-phenyl}-[(2S)-2-pyrrolidin-1-ylmethyl-pyrrolidin-1-yl]-methanone